BrC1=CC=C(C=C1)NC(CCC1OCCC1)=O N-(4-bromophenyl)-3-(tetrahydrofuran-2-yl)propionamide